CC=1NC(=NC1)CCN 2-(4-methyl-3H-imidazol-2-yl)ethanamine